C([C@@H](O)C)(=O)O.N1=CC=CC(=C1)C1N(C)CCC1 nicotine L-lactate